methoxymethyl 4-((4-(benzyloxy)-2-ethyl-3,6-dimethylbenzoyl)oxy)-2,3,6-trimethyl-5-(1H-pyrazol-1-yl)benzoate C(C1=CC=CC=C1)OC1=C(C(=C(C(=O)OC2=C(C(=C(C(=O)OCOC)C(=C2N2N=CC=C2)C)C)C)C(=C1)C)CC)C